ClC1=CC(=C(N=N1)OC1=CC(=CC=C1)C(F)(F)F)C(=O)OC(C)C isopropyl 6-chloro-3-[3-(trifluoromethyl)phenoxy]pyridazine-4-carboxylate